(S)-tert-butyl 5-(7-bromo-9H-fluoren-2-yl)-2-(1-(tert-butoxycarbonyl)-4-methylenepyrrolidin-2-yl)-1H-imidazole-1-carboxylate BrC1=CC=C2C=3C=CC(=CC3CC2=C1)C1=CN=C(N1C(=O)OC(C)(C)C)[C@H]1N(CC(C1)=C)C(=O)OC(C)(C)C